N-{[5-(2-chlorophenyl)-1,2-oxazol-3-yl]methyl}-8-methyl-2-(pyridin-2-ylmethyl)-4,5-dihydro-2H-furo[2,3-g]indazole-7-carboxamide ClC1=C(C=CC=C1)C1=CC(=NO1)CNC(=O)C1=C(C2=C(CCC3=CN(N=C23)CC2=NC=CC=C2)O1)C